C(#N)C1=NC=C(C=C1B(O)O)OC (2-cyano-5-methoxypyridin-3-yl)boronic acid